(p-tolyl)(m-trifluoromethyl-phenyl)methylene(cyclopentadienyl)(2,7-di-tert-butylfluorenyl)zirconium dichloride [Cl-].[Cl-].C1(=CC=C(C=C1)C(=[Zr+2](C1=C(C=CC=2C3=CC=C(C=C3CC12)C(C)(C)C)C(C)(C)C)C1C=CC=C1)C1=CC(=CC=C1)C(F)(F)F)C